C1(CCC1)C1(NC(NC1=O)=O)CNC(=O)C=1C(=CC=CC1)C1=CC=C(C=C1)C N-[(4-cyclobutyl-2,5-dioxoimidazolidin-4-yl)methyl]-4'-methyl[biphenyl]-2-carboxamide